OC1=CC=C(C=C1)C1CCN(CC1)C=1C=C(C(=NC1)C#N)C(F)(F)F 5-(4-(4-hydroxyphenyl)piperidin-1-yl)-3-(trifluoro-methyl)pyridinecarbonitrile